N-(Ethylcarbamoyl)-3-(4-((5-formyl-4-methoxy-2-phenyl-1H-imidazol-1-YL)methyl)phenyl)-5-isobutylthiophene-2-sulfonamide C(C)NC(=O)NS(=O)(=O)C=1SC(=CC1C1=CC=C(C=C1)CN1C(=NC(=C1C=O)OC)C1=CC=CC=C1)CC(C)C